ClCC(CCl)Cl 1,2,3-Trichloropropan